tert-butyl (R)-(6-(N-(2,2,2-trifluoro-1-(4-fluorophenyl)ethyl)sulfamoyl)benzo[d]thiazol-2-yl)carbamate FC([C@@H](C1=CC=C(C=C1)F)NS(=O)(=O)C1=CC2=C(N=C(S2)NC(OC(C)(C)C)=O)C=C1)(F)F